phenyl-2-oxazolone C1(=CC=CC=C1)C=1NC(OC1)=O